3-methoxy-4-{[3-(4-{[(1R,4R)-4-(diethyl-amino)cyclohexyl]amino}-1-(2,2,2-trifluoroethyl)-1H-indol-2-yl)prop-2-yn-1-yl]amino}benzene-1-sulfonamide COC=1C=C(C=CC1NCC#CC=1N(C2=CC=CC(=C2C1)NC1CCC(CC1)N(CC)CC)CC(F)(F)F)S(=O)(=O)N